CC(CC[C@@H](C(=O)O)NC1=NC(=NC=C1)C)(C)C (S)-5,5-dimethyl-2-(2-methyl-4-pyrimidinylamino)hexanoic acid